dichloropalladium (II) dichloride Cl[Pd-2](Cl)(Cl)Cl